OCC1=CC=C(C=C1)NC([C@H](CCCNC(=O)N)NC([C@H](C(C)C)NC(O)=O)=O)=O [(S)-1-[[(S)-1-[[4-(hydroxymethyl)phenyl]amino]-1-oxo-5-ureidopentan-2-yl]Amino]-3-methyl-1-oxobutan-2-yl]carbamic acid